Perfluoro-1-nonyl alcohol FC(C(C(C(C(C(C(C(C(F)(F)F)(F)F)(F)F)(F)F)(F)F)(F)F)(F)F)(F)F)(F)O